[C@H]12CNC[C@H](CC1)N2C2=NC(=NC1=CC(=CC=C21)C2=C(C=CC=C2Cl)O)OC[C@H]2N(CCC2)C 2-(4-((1R,5S)-3,8-diazabicyclo[3.2.1]octan-8-yl)-2-(((S)-1-methylpyrrolidin-2-yl)methoxy)quinazolin-7-yl)-3-chlorophenol